OC1=C(C=CC=C1)C=1N=NC=2NC=3CCN([C@@H](C3C2C1)C)C1=NC=C(C=N1)C1CCN(CC1)C1CC2(C1)CC(C2)C(=O)OC methyl 2-[4-[2-[(3R)-12-(2-hydroxyphenyl)-3-methyl-4,8,10,11-tetrazatricyclo[7.4.0.02,7]trideca-1(9),2(7),10,12-tetraen-4-yl]pyrimidin-5-yl]-1-piperidyl]spiro[3.3]heptane-6-carboxylate